N[C@H]1CS(C2=C(N(C1=O)CC1=CC=C(C=C1)OC1CCOCC1)C=C(C=C2)C=2OC(=NN2)C(C)(C)C)(=O)=O (3R)-3-amino-7-(5-tert-butyl-1,3,4-oxadiazol-2-yl)-1,1-dioxo-5-[(4-tetrahydropyran-4-yloxyphenyl)methyl]-2,3-dihydro-1λ6,5-benzothiazepin-4-one